BrCCOC1=CC(=C(C=C1)Cl)F 4-(2-bromoethoxy)-1-chloro-2-fluorobenzene